5-(1-(2,2-difluoroethyl)-4-fluoro-1H-benzo[d]imidazol-6-yl)-N-((3S,4S)-3-fluoro-1-(oxetan-3-yl)piperidin-4-yl)-4-methoxypyrrolo[2,1-f][1,2,4]triazin-2-amine FC(CN1C=NC2=C1C=C(C=C2F)C=2C=CN1N=C(N=C(C12)OC)N[C@@H]1[C@H](CN(CC1)C1COC1)F)F